C(#N)C1=C(C(=CC=C1)OC)NC(=O)NCC1=C(C=C(C=C1)OC)OC 1-(2-cyano-6-methoxyphenyl)-3-(2,4-dimethoxybenzyl)urea